3-(((2-hydroxyethyl)(methyl)amino)methyl)-1-methyl-1H-pyrrolo[2,3-b]pyridin OCCN(C)CC1=CN(C2=NC=CC=C21)C